O=C1NC(CCC1N1C(C2=CC=C(C=C2C1=O)OCCCOCCCOCCCOC1=CC=C(C=C1)\C(=C(\CC)/C1=CC=CC=C1)\C1=CC=C(C=C1)O)=O)=O (Z)-2-(2,6-Dioxopiperidin-3-yl)-5-(3-(3-(3-(4-(1-(4-hydroxyphenyl)-2-phenylbut-1-en-1-yl)phenoxy)propoxy)propoxy)propoxy)isoindolin-1,3-dion